FC1=CC(=C(N)C(=C1)C=1C=NC=NC1)C(C)C 4-fluoro-2-isopropyl-6-(pyrimidin-5-yl)aniline